C1(=CC=CC=C1)C=1C=C2C(=NC1)NN=C2 5-phenyl-1H-pyrazolo[3,4-b]pyridine